N-((5-(furan-2-yl)pyrazin-2-yl)methyl)-1-isobutyryl-6-methyl-4-(phenylsulfonyl)piperazine-2-carboxamide O1C(=CC=C1)C=1N=CC(=NC1)CNC(=O)C1N(C(CN(C1)S(=O)(=O)C1=CC=CC=C1)C)C(C(C)C)=O